FC=1C(=CC2=C(N(C(=N2)C)C)C1F)I 6,7-difluoro-5-iodo-1,2-dimethyl-1,3-benzodiazole